CSC(=O)C1=CC=CC=2N=NSC21 Benzo[1,2,3]-thiadiazole-7-carbothioic acid S-METHYL ESTER